2-(2-(cyclopropanecarboxamido)acetamido)-2-(4-hydroxy-1-((3-(5,6,7,8-tetrahydro-1,8-naphthyridin-2-yl)propyl)carbamoyl)piperidin-4-yl)acetic acid C1(CC1)C(=O)NCC(=O)NC(C(=O)O)C1(CCN(CC1)C(NCCCC1=NC=2NCCCC2C=C1)=O)O